CCC(C(=O)O)(C)O.OC(C(=O)OCC)(C)C ethyl 2-hydroxyisobutyrate (methyl-2-hydroxy isobutyrate)